O=C1NC(CCC1N1C(C2=CC=C(C=C2C1=O)N1CCN(CC1)CCC1CCN(CC1)C1=NC2=CC=C(N=C2C=C1)NC1=CC(=NC=C1)C)=O)=O 2-(2,6-dioxopiperidin-3-yl)-5-(4-(2-(1-(6-((2-methylpyridin-4-yl)amino)-1,5-naphthyridin-2-yl)piperidin-4-yl)ethyl)piperazin-1-yl)isoindoline-1,3-dione